methyl 6-((1R,3R,5S)-3-((5-cyclopropyl-3-(2-(trifluoromethoxy)phenyl)isoxazol-4-yl) methoxy)-8-azabicyclo[3.2.1]octan-8-yl)nicotinate C1(CC1)C1=C(C(=NO1)C1=C(C=CC=C1)OC(F)(F)F)COC1C[C@H]2CC[C@@H](C1)N2C2=NC=C(C(=O)OC)C=C2